hexahydro-1λ6-thiopyran-1-oxide [SH2]1(CCCCC1)=O